C(C)(C)(C)ONC(C(=O)C1=CC(=CN1C)C(=O)NC1=CC(=C(C=C1)F)Cl)=O 5-(2-(tert-butoxyamino)-2-oxoacetyl)-N-(3-chloro-4-fluorophenyl)-1-methyl-1H-pyrrole-3-carboxamide